ClC1=C(C(=CC(=C1)F)C(F)(F)F)I 1-chloro-5-fluoro-2-iodo-3-(trifluoromethyl)benzene